COC1=CC=C2C=C[N+](=CC2=C1)[O-] 7-methoxy-2-oxido-isoquinolin-2-ium